Cl.FC=1C(=C(C=CC1)C1CCNCC1)C(F)(F)F 4-(3-fluoro-2-(trifluoromethyl)phenyl)piperidine hydrochloride